propan-2-yl {(1R)-2-[(2S)-2-{[2-(4-{2-[(2S)-1-acetylpyrrolidin-2-yl]-1H-imidazol-5-yl}phenyl)-1H-indol-5-yl]carbamoyl} pyrrolidin-1-yl]-2-oxo-1-phenylethyl}carbamate C(C)(=O)N1[C@@H](CCC1)C=1NC(=CN1)C1=CC=C(C=C1)C=1NC2=CC=C(C=C2C1)NC(=O)[C@H]1N(CCC1)C([C@@H](C1=CC=CC=C1)NC(OC(C)C)=O)=O